(P)-1-(5-FLUORO-4-(3-HYDROXYCYCLOBUTYL)-2-METHOXYPHENYL)-N-(ISOXAZOL-3-YL)-N-(4-METHOXYBENZYL)-2-OXO-1,2-DIHYDROQUINOLINE-6-SULFONAMIDE FC=1C(=CC(=C(C1)N1C(C=CC2=CC(=CC=C12)S(=O)(=O)N(CC1=CC=C(C=C1)OC)C1=NOC=C1)=O)OC)C1CC(C1)O